2,5-dihydro-1H-pyrrole-1-carboxylic acid 3,3-difluorocyclobutyl ester FC1(CC(C1)OC(=O)N1CC=CC1)F